(2r,3r,11br)-3-(2,2-dimethylpropyl)-10-methoxy-9-(1,2,4-oxadiazol-5-ylmethoxy)-1h,2h,3h,4h,6h,7h,11bh-pyrido[2,1-a]isoquinolin-2-ol CC(C[C@H]1[C@@H](C[C@H]2N(CCC3=CC(=C(C=C23)OC)OCC2=NC=NO2)C1)O)(C)C